C(C1=CC=C(C(=O)O)C=C1)(=O)O.CC1(C(C(C1O)(C)C)O)C (2,2,4,4-tetramethyl-1,3-cyclobutanediol) terephthalate